CC=1C=CC2=C(OC(C3=C(N2)CCC3)C3=CC=C(C=C3)Cl)C1 7-methyl-10-(4-chlorophenyl)-2,3,4,10-tetrahydro-1H-benzo[b]cyclopenta[e][1,4]oxazepine